N-(3,4-difluorobenzoyl)-O-(3-(2-(5,6,7,8-tetrahydro-1,8-naphthyridin-2-yl)ethyl)cyclobutyl)homoserine FC=1C=C(C(=O)N[C@@H](CCOC2CC(C2)CCC2=NC=3NCCCC3C=C2)C(=O)O)C=CC1F